Triiodothyronin N[C@@H](CC1=CC(I)=C(C(I)=C1)OC1=CC(I)=C(C=C1)O)C(=O)O